1-[4-(2,3-dimethylphenyl)piperazin-1-yl]-2-{3-[(9aS)-hexahydropyrazino[2,1-c][1,4]oxazine-8(1H)-carbonyl]-5,6-dihydrocyclopenta[c]pyrazol-1(4H)-yl}ethan-1-one CC1=C(C=CC=C1C)N1CCN(CC1)C(CN1N=C(C2=C1CCC2)C(=O)N2C[C@H]1COCCN1CC2)=O